ClC=1C=CC2=C(N=C(O2)C2CC3(CC(C3)N)C2)C1 6-(5-chloro-1,3-benzoxazol-2-yl)spiro[3.3]Heptane-2-amine